FC1=CC(=C2C=CC=NC2=C1)C1=NNC2=NC(=CN=C21)N2C[C@@H]1[C@]([C@@H]1CC2)(C2=NOC(=C2)C)CN ((1S,6R,7S)-3-(3-(7-fluoroquinolin-5-yl)-1H-pyrazolo[3,4-b]pyrazin-6-yl)-7-(5-methylisoxazol-3-yl)-3-azabicyclo[4.1.0]heptan-7-yl)methanamine